(2s,4r)-1-((4-phenoxybutyryl)glycyl)-4-(o-tolyl)pyrrolidine-2-carboxylic acid O(C1=CC=CC=C1)CCCC(=O)NCC(=O)N1[C@@H](C[C@@H](C1)C1=C(C=CC=C1)C)C(=O)O